(S)-3,3-dimethyl-1-phenylbutyl acetate C(C)(=O)O[C@@H](CC(C)(C)C)C1=CC=CC=C1